C11-Undecanoic acid CCCCCCCCCCC(=O)O